N1=CSC2=NC=CC(=C21)C2CC(C2)O (1s,3s)-3-(thiazolo[5,4-b]pyridin-7-yl)cyclobutan-1-ol